4-amino-3-(trifluoromethyl)benzonitrile NC1=C(C=C(C#N)C=C1)C(F)(F)F